tert-butyl (tert-butoxycarbonyl)(2-chloro-4-fluoro-3-((5-methyl-4-oxo-3,4-dihydroquinazolin-6-yl)oxy)phenyl)carbamate C(C)(C)(C)OC(=O)N(C(OC(C)(C)C)=O)C1=C(C(=C(C=C1)F)OC=1C(=C2C(NC=NC2=CC1)=O)C)Cl